N-([1,1'-biphenyl]-4-ylmethyl)-5-(2-chloro-5-(isobutyrylaminomethyl)benzoylamino)-1-methyl-1H-indole-2-carboxamide C1(=CC=C(C=C1)CNC(=O)C=1N(C2=CC=C(C=C2C1)NC(C1=C(C=CC(=C1)CNC(C(C)C)=O)Cl)=O)C)C1=CC=CC=C1